CN1C(C=2N(CC1)C1=C(C2)C(=CC=N1)C=1C=NC=C(C1)C1=CC=C(C=C1)N1C(CCCCC1)=O)=O 7-methyl-4-(5-(4-(2-oxoazepan-1-yl)phenyl)pyridin-3-yl)-8,9-dihydropyrido[3',2':4,5]pyrrolo[1,2-a]pyrazin-6(7H)-one